5-([1,2,4]triazolo[1,5-a]pyridin-6-yl)-N-(tert-butyl)-7H-pyrrolo[2,3-d]pyrimidin-2-amine N=1C=NN2C1C=CC(=C2)C2=CNC=1N=C(N=CC12)NC(C)(C)C